5-(2-amino-[1,2,4]triazolo[1,5-a]pyridin-7-yl)-N-(2-(cyclopropylmethoxy)-6-fluorobenzyl)-6-methoxynicotinamide NC1=NN2C(C=C(C=C2)C=2C(=NC=C(C(=O)NCC3=C(C=CC=C3F)OCC3CC3)C2)OC)=N1